CN(C)CC1(C(C1)C)CO (1-((dimethylamino)methyl)-2-methylcyclopropyl)methanol